5-[(2,6-dimethyl-4-triisopropylsiloxy-phenyl)-methyl]3,3-dimethyl-indoline CC1=C(C(=CC(=C1)O[Si](C(C)C)(C(C)C)C(C)C)C)CC=1C=C2C(CNC2=CC1)(C)C